3-fluoro-2-hydroxybenznitrile FC=1C(=C(C#N)C=CC1)O